(8-quinolate) aluminum [Al+3].N1=CC=CC2=CC=CC(=C12)C(=O)[O-].N1=CC=CC2=CC=CC(=C12)C(=O)[O-].N1=CC=CC2=CC=CC(=C12)C(=O)[O-]